CC1=C(C=C(C(=O)NCC2=NC=C3C=CC(=NC3=C2)C2=NC(=CC=C2)N2[C@H]([C@H](NCC2)C)C(F)(F)F)C=C1)S(=O)(=O)C 4-methyl-N-((2-(6-((2R,3R)-3-methyl-2-(trifluoromethyl)piperazin-1-yl)pyridin-2-yl)-1,6-naphthyridin-7-yl)methyl)-3-(methylsulfonyl)benzamide